((2,4,5-trimethyl-4,5-dihydro-[1,2,4]triazolo[1,5-a]quinoxalin-6-yl)amino)nicotinamide CC1=NN2C(C(N(C3=C(C=CC=C23)NC2=C(C(=O)N)C=CC=N2)C)C)=N1